1,2-di-(9Z-octadecanoyl)-sn-glycerol C(CCCCCCCCCCCCCCCCC)(=O)OC[C@@H](OC(CCCCCCCCCCCCCCCCC)=O)CO